(E)-3-(5-(7-(4-(4-(1-(4-hydroxyphenyl)-2-phenylbut-1-en-1-yl)phenoxy)butyl)-2,7-diazaspiro[3.5]nonan-2-yl)-1-oxoisoindolin-2-yl)piperidine-2,6-dione OC1=CC=C(C=C1)/C(=C(/CC)\C1=CC=CC=C1)/C1=CC=C(OCCCCN2CCC3(CN(C3)C=3C=C4CN(C(C4=CC3)=O)C3C(NC(CC3)=O)=O)CC2)C=C1